N-(2,3-diphenylquinolin-6-yl)-3-methoxypyrrolidine-1-carboxamide C1(=CC=CC=C1)C1=NC2=CC=C(C=C2C=C1C1=CC=CC=C1)NC(=O)N1CC(CC1)OC